C(CCCC)[Pt]CCCCC dipentyl-platinum